OCC.[Na] sodium 1-hydroxyethane